isopropyl-diphenylamine boron [B].C(C)(C)N(C1=CC=CC=C1)C1=CC=CC=C1